N-{5-[3-(4,4-difluorocyclohexyl)-1,2,4-oxadiazol-5-yl]-4,5,6,7-tetrahydro[1,3]thiazolo[5,4-c]pyridin-2-yl}-N'-[(1r,4r)-4-hydroxycyclohexyl]urea FC1(CCC(CC1)C1=NOC(=N1)N1CC2=C(CC1)N=C(S2)NC(=O)NC2CCC(CC2)O)F